C(C)C1=CC(=CC2=C1N=C(O2)NC2=CC=C(C=C2)C(F)(F)F)C(=O)O.FC(C2=CC=C(C=C2)NC=2OC1=C(N2)C=CC(=C1)C(=O)OCC)(F)F Ethyl 2-((4-(trifluoromethyl)phenyl)amino)benzo[d]oxazole-6-carboxylate (Ethyl 2-((4-(trifluoromethyl)phenyl)amino)benzo[d]oxazole-6-carboxylate)